tert-butyl 1-(5-((4-iodobenzyl)oxy)-2,3-dihydro-1H-inden-1-yl)azetidine-3-carboxylate IC1=CC=C(COC=2C=C3CCC(C3=CC2)N2CC(C2)C(=O)OC(C)(C)C)C=C1